BrC1=NN2C(N=C(C=C2N2CCOCC2)N2N=C(C=C2)C2=CC=CC=C2)=C1 4-(2-bromo-5-(3-phenyl-1H-pyrazol-1-yl)pyrazolo[1,5-a]pyrimidin-7-yl)morpholine